6-(4-fluoro-benzoyl)-3,6,7,8-tetrahydro-imidazo[4,5-D]azepin-4-carboxylic acid ethyl ester C(C)OC(=O)C=1C2=C(CCN(C1)C(C1=CC=C(C=C1)F)=O)N=CN2